OCC1CCN(CC1)C=1C=CC2=CN(N=C2C1)CCOC 6-(4-(hydroxymethyl)piperidin-1-yl)-2-(2-methoxyethyl)-2H-indazol